N-[2-(p-hydroxyphenyl)ethyl]-Glycine OC1=CC=C(C=C1)CCNCC(=O)O